ClC=1C=C(C=CC1Cl)C1=C(C(N(C(=C1)C)C1=C(C=C(C=C1)F)F)=O)C(=O)OC methyl 4-(3,4-dichlorophenyl)-1-(2,4-difluorophenyl)-6-methyl-2-oxo-pyridine-3-carboxylate